FC(C(=O)O)(F)F.C(N)(=O)C1=[N+](C=CC(=C1)C1CNCCC1(F)F)[O-] 2-carbamoyl-4-(4,4-difluoropiperidin-3-yl)pyridine 1-oxide trifluoroacetate